2,6-di-O-palmitoyl-L-ascorbic acid CCCCCCCCCCCCCCCC(=O)OC[C@@H]([C@H]1C(=C(C(=O)O1)OC(=O)CCCCCCCCCCCCCCC)O)O